CC1([C@H](N(C[C@@H]1OC(=S)SC)C(=O)OC(C)(C)C)C(=O)OC)C 1-(tert-Butyl) 2-methyl (2S,4R)-3,3-dimethyl-4-(((methylthio)carbonothioyl) oxy)pyrrolidine-1,2-dicarboxylate